2,4-bis([1,1'-biphenyl]-4-yl)-6-(3-(2,8-diphenyldibenzo[b,d]thiophen-4-yl)phenyl)-1,3,5-triazine C1(=CC=C(C=C1)C1=NC(=NC(=N1)C1=CC=C(C=C1)C1=CC=CC=C1)C1=CC(=CC=C1)C1=CC(=CC2=C1SC1=C2C=C(C=C1)C1=CC=CC=C1)C1=CC=CC=C1)C1=CC=CC=C1